ClC1=C2CN(C(C2=CC=C1)=O)CC1=C(C=C(C=C1)OC)OC 4-chloro-2-(2,4-dimethoxybenzyl)isoindolin-1-one